FC(C(=O)O)(F)F.OC1(CCC(CC1)OC=1C2=C(N=C(N1)NC1=C(C=C(C=C1)N1C(CCC1)=O)OC)NC=C2C#N)C 4-(((1s,4s)-4-hydroxy-4-methylcyclohexyl)oxy)-2-((2-methoxy-4-(2-oxopyrrolidin-1-yl)phenyl)amino)-7H-pyrrolo[2,3-d]pyrimidine-5-carbonitrile 2,2,2-trifluoroacetate